4-Methyl-3-[4-(3-pyridyl)pyrazol-1-yl]-N-[4-(trifluoromethyl)-2-pyridyl]benzamide CC1=C(C=C(C(=O)NC2=NC=CC(=C2)C(F)(F)F)C=C1)N1N=CC(=C1)C=1C=NC=CC1